C12(CC(C1)C2)N2CC(N(S(C1=C2C=C(C(=C1)O\C=C(\C(=O)OCC)/F)SC)(=O)=O)C)CCCC ethyl (Z)-3-((5-(bicyclo[1.1.1]pentan-1-yl)-3-butyl-2-methyl-7-(methylthio)-1,1-dioxido-2,3,4,5-tetrahydrobenzo[f][1,2,5]thiadiazepin-8-yl)oxy)-2-fluoroacrylate